C(C)OC(C(=COCC)OCC1=CC=CC=C1)=O 2-(benzyloxy)-3-ethoxyacrylic acid ethyl ester